(2R)-2-(6-{5-Chloro-2-[(1-methyl-1H-pyrazol-5-yl)amino]pyrimidin-4-yl}-1-oxo-2,3-dihydro-1H-isoindol-2-yl)-N-[(1S)-1-(3-fluoro-5-methylphenyl)-2-hydroxyethyl]propanamid ClC=1C(=NC(=NC1)NC1=CC=NN1C)C1=CC=C2CN(C(C2=C1)=O)[C@@H](C(=O)N[C@H](CO)C1=CC(=CC(=C1)C)F)C